C(CCCCCCCCCCCCCCCCC)OC(CCC1=CC(=C(C(=C1)C(C)(C)C)O)C(C)(C)C)=O n-octadecyl-β-(3,5-di-tert-butyl-4-hydroxyphenyl)propionate